N1(CCCC1)C1=NN=CC2=CC=CC=C12 1-(pyrrolidin-1-yl)phthalazine